COC(N[C@H](C(=O)NC=1C(N(C=CC1)CC=1SC2=C(N1)C=CC=C2OCC(F)F)=O)CC\C=C\C(=O)N(C)C)=O Methyl-(S,E)-(1-((1-((7-(2,2-difluoroethoxy)benzo-[d]thiazol-2-yl)methyl)-2-oxo-1,2-dihydropyridin-3-yl)amino)-7-(dimethylamino)-1,7-dioxohept-5-en-2-yl)carbamat